2-(4-benzyl-6-nitro-3,4-dihydro-2H-benzo[b][1,4]Oxazin-3-yl)ethan-1-ol C(C1=CC=CC=C1)N1C2=C(OCC1CCO)C=CC(=C2)[N+](=O)[O-]